N-[3-[5-(1,2-difluoroethyl)-2-(difluoromethoxy)phenyl]-1-[(dimethylcarbamoyl)methyl]-1H-pyrazol-4-yl]pyrazolo[1,5-a]pyrimidine-3-carboxamide FC(CF)C=1C=CC(=C(C1)C1=NN(C=C1NC(=O)C=1C=NN2C1N=CC=C2)CC(N(C)C)=O)OC(F)F